Br\C(\C(=O)OCC)=C/N1CCOCC1 ethyl (Z)-2-bromo-3-morpholinoacrylate